(R)-6-chloro-3-((1-(2-(4-(5-cyclopropylpyrimidin-2-yl)piperidin-1-yl)-3,6-dimethyl-4-oxo-3,4-dihydroquinazolin-8-yl)ethyl)amino)-N-(methylsulfonyl)picolinamide ClC1=CC=C(C(=N1)C(=O)NS(=O)(=O)C)N[C@H](C)C=1C=C(C=C2C(N(C(=NC12)N1CCC(CC1)C1=NC=C(C=N1)C1CC1)C)=O)C